Nonadecyl (S)-2-(((S)-(((2R,3S,5R)-5-(6-amino-2-fluoro-9H-purin-9-yl)-2-ethynyl-3-hydroxytetrahydrofuran-2-yl)methoxy)(phenoxy)phosphoryl)amino)-3-(3,5-difluorophenyl)propanoate NC1=C2N=CN(C2=NC(=N1)F)[C@H]1C[C@@H]([C@@](O1)(C#C)CO[P@](=O)(OC1=CC=CC=C1)N[C@H](C(=O)OCCCCCCCCCCCCCCCCCCC)CC1=CC(=CC(=C1)F)F)O